5-Chloro-2-[(1R)-1-(2-cyclopropyl-3,6-dimethyl-4-oxo-chromen-8-yl)ethoxy]benzenesulfonamide ClC=1C=CC(=C(C1)S(=O)(=O)N)O[C@H](C)C=1C=C(C=C2C(C(=C(OC12)C1CC1)C)=O)C